6-hydroxy-1-methyl-3,4-dihydroisoquinoline-2(1H)-carboxylic acid tert-butyl ester C(C)(C)(C)OC(=O)N1C(C2=CC=C(C=C2CC1)O)C